C(CCCCCCCCCCCCCCCCCCCCC)C(CCCCCCCCCCCCCCCCCCCCC)O behenyl-(Docosanol)